ClC1=CC(=C(OCC2=NC=CC(=C2)OC2CCN(CC2)CC2=NC3=C(N2CC2=CC=NO2)C=C(C=C3)C(=O)O)C=C1)C#N 2-{[4-({2-[(4-chloro-2-cyanophenoxy)methyl]pyridin-4-yl}oxy)piperidin-1-yl]methyl}-1-[(1,2-oxazol-5-yl)methyl]-1H-1,3-benzodiazole-6-carboxylic acid